1-N-Boc-5-hydroxy-3-trifluoromethylpyrazole C(=O)(OC(C)(C)C)N1N=C(C=C1O)C(F)(F)F